NC1=CC(=NN1CC(=O)N1C[C@@]2(CC1)C1=C(NC(O2)=O)C=CC(=C1F)Cl)C1=CC=C(C#N)C=C1 (R)-4-(5-Amino-1-(2-(6-chloro-5-fluoro-2-oxo-1,2-dihydrospiro[benzo[d][1,3]oxazine-4,3'-pyrrolidin]-1'-yl)-2-oxoethyl)-1H-pyrazol-3-yl)benzonitrile